monosodium 4-chlorophthalic acid salt ClC=1C=C(C(C(=O)[O-])=CC1)C(=O)O.[Na+]